S1C=NC2=C1C=C(C=C2)C2=CC=C(C=C2)C[C@H]2NC[C@@H]([C@H]2N(C(O)=O)CC2=CC(=CC=C2)F)O.N2=NC(=CC=C2)N2CCCCC2 (R)-1-(pyridazin-3-yl)piperidin (2R,3S,4S)-2-{[4-(1,3-benzothiazol-6-yl)phenyl]methyl}-4-hydroxypyrrolidin-3-yl-N-[(3-fluorophenyl)methyl]carbamate